C(#N)C1=CC(=C(C(=C1)C)CC(=O)OC)C methyl 2-(4-cyano-2,6-dimethylphenyl)acetate